OC=1C(=C(C(=O)C2=CCC(C=C2)(OCCC)OC)C=CC1)O dihydroxy-4'-methoxy-4'-n-propoxybenzophenone